N1CCC(CC1)N1CCN(CC1)CCC(=O)OC(C)(C)C tert-butyl 3-(4-(piperidin-4-yl)piperazin-1-yl)propanoate